O[C@@]1(C(=C(C(CC1(C)C)=O)C1=CC=CC=C1)C)C=CC(=CC(=O)O)C 5-((S)-3-hydroxy-2,4,4-trimethyl-6-oxo-3,4,5,6-tetrahydro-[1,1'-biphenyl]-3-yl)-3-methylpenta-2,4-dienoic acid